Cl.NN1CC2CCCC2C1 N-amino-3-azabicyclo[3.3.0]octane hydrochloride